C(#N)C1=CC(=C(OC2=NC=C(C=C2C(=O)NC2=CC(=CC=C2)S(N)(=O)=O)C(F)(F)F)C=C1)OC (4-cyano-2-methoxy-phenoxy)-N-(3-sulfamoylphenyl)-5-(trifluoromethyl)pyridine-3-carboxamide